p-hydroxymethyl-cinnamic acid OCC1=CC=C(C=CC(=O)O)C=C1